2-[2-(benzyloxy)ethoxy]ethyl acrylate C(C=C)(=O)OCCOCCOCC1=CC=CC=C1